C1(CC1)OC1=C(C=CC(=C1)F)C(=O)N1CC2(C1)CC(C2)OC2=CC(=NN2)C2=C(C=CC=C2)F (2-cyclopropoxy-4-fluorophenyl)(6-((3-(2-fluorophenyl)-1H-pyrazol-5-yl)oxy)-2-azaspiro[3.3]heptan-2-yl)methanone